ClC1=CC=C(C=C1)N1C(=C(C=C1C)C(CN1C(CCC1)CCO)=O)C 1-(1-(4-Chlorophenyl)-2,5-dimethyl-1H-pyrrol-3-yl)-2-(2-(2-hydroxyethyl)pyrrolidin-1-yl)ethanone